CO[Si](C1=CC=2C=CC3=CC=CC=C3C2C=C1)(OC)OC trimethoxy(2-phenanthryl)silane